4-(4-fluoro-1-quinazolin-2-yl-piperidine-4-carbonyl)-3,5-dihydro-2H-pyrido[3,4-f][1,4]oxazepine-9-carbonitrile FC1(CCN(CC1)C1=NC2=CC=CC=C2C=N1)C(=O)N1CCOC2=C(C1)C=NC=C2C#N